NC1=C2C(=NC=N1)N(N=C2C2=CC=C(C=C2)OC2=CC=CC=C2)C2C(CC(CC2)CN2C[C@H](CCC2)NC=2C=C1C(N(C(C1=CC2)=O)C2C(NC(CC2)=O)=O)=O)F 5-(((3S)-1-((4-(4-amino-3-(4-phenoxyphenyl)-1H-pyrazolo[3,4-d]pyrimidin-1-yl)-3-fluorocyclohexyl)methyl)piperidin-3-yl)amino)-2-(2,6-dioxopiperidin-3-yl)isoindoline-1,3-dione